2-phenyl-ethyl-boric acid C1(=CC=CC=C1)CCOB(O)O